methyl 2-ethylpyridine-3-carboxylate C(C)C1=NC=CC=C1C(=O)OC